tert-butyl N-[4-[6-chloro-8-fluoro-5-(methoxymethyl)-2-[[(2S)-1-methylpyrrolidin-2-yl]methoxy]quinazolin-7-yl]-3-cyano-7-fluoro-benzothiophen-2-yl]carbamate ClC=1C(=C2C=NC(=NC2=C(C1C1=CC=C(C2=C1C(=C(S2)NC(OC(C)(C)C)=O)C#N)F)F)OC[C@H]2N(CCC2)C)COC